Propylenglycol e-n-butyl ether C(CCC)OCC(C)O